ClC=1C=C(C=CC1C#N)N1CC2(C[C@H]1C)CCN(CC2)C2=CC=C(C(=O)N1CCN(CC1)CC(=O)NC1=CC(=CC=C1)N[C@H]1C(NC(CC1)=O)=O)C=C2 2-(4-(4-((R)-2-(3-Chloro-4-cyanophenyl)-3-meth-yl-2,8-diazaspiro[4.5]decan-8-yl)benzoyl)-piperazin-1-yl)-N-(3-(((R)-2,6-dioxopiperidin-3-yl)amino)phenyl)-acetamide